C(C)(C)C1=C(C(=CC=C1)C(C)C)C1=CC=CC=2N1C(N(C2)C2=C(C=C(C=C2C)C)C)=[Se] 5-(2,6-diisopropylphenyl)-2-mesitylimidazo[1,5-a]pyridine-3(2H)-selenone